N[C@H]1C[C@H](N(C1)C1=C2C=CN(C2=CC=C1NC(=O)C1=NC(=NC=C1)C1=C(C=CC=C1OC)F)C1=CC=NN1C)CO N-(4-((2S,4S)-4-Amino-2-(hydroxymethyl)pyrrolidin-1-yl)-1-(1-methyl-1H-pyrazol-5-yl)-1H-indol-5-yl)-2-(2-fluoro-6-methoxyphenyl)pyrimidine-4-carboxamide